O(C1=CC=CC=C1)C[C@H]1N(CCC1)C1=C2C(=NC=C1)NC=C2C#N 4-[(2S)-2-(phenoxymethyl)pyrrolidin-1-yl]-1H-pyrrolo[2,3-b]pyridine-3-carbonitrile